5-oxo-7-(trifluoromethyl)-4,5-dihydropyrazolo[1,5-a]pyrimidine-2-carboxylic acid O=C1NC=2N(C(=C1)C(F)(F)F)N=C(C2)C(=O)O